bis-sec-butylamino-pentafluoroethyl-silane C(C)(CC)N[SiH](C(C(F)(F)F)(F)F)NC(C)CC